C(C=C)OC1(CCC=2C(=C(C=C(C2C1=O)NC(C)=O)F)C)C N-(7-(allyloxy)-3-fluoro-4,7-dimethyl-8-oxo-5,6,7,8-tetrahydronaphthalen-1-yl)acetamide